tert-butyl (4-((2-(2,6-dioxopiperidin-3-yl)-1-oxoisoindolin-4-yl)(pent-3-yn-1-yl)amino)butyl)carbamate O=C1NC(CCC1N1C(C2=CC=CC(=C2C1)N(CCCCNC(OC(C)(C)C)=O)CCC#CC)=O)=O